BrC=1C=C(C=CC1F)N(C(CC(=O)O)=O)C1=C(C=CC=C1C)C(C)C 3-((3-bromo-4-fluorophenyl)(2-isopropyl-6-methylphenyl)amino)-3-oxopropanoic acid